NCC(CN)CN 1,1,1-tris(aminomethyl)methane